4-[5,7-difluoro-2-(4-fluorophenyl)-1H-indol-3-yl]Butan-1-amine (trifluoroacetate) FC(C(=O)O)(F)F.FC=1C=C2C(=C(NC2=C(C1)F)C1=CC=C(C=C1)F)CCCCN